CC=1C=C2C(=C(NC2=CC1C(=O)O)CCCCC)CCO 5-methyl-2-pentyl-3-(2-hydroxyethyl)-1H-indole-6-carboxylic acid